methyl(thiophen-3-ylimino)(4-(5-(trifluoromethyl)-1,2,4-oxadiazol-3-yl)phenyl)-λ6-sulfanone CS(=O)(C1=CC=C(C=C1)C1=NOC(=N1)C(F)(F)F)=NC1=CSC=C1